ClC1=NC2=CC(=C(C=C2C(=N1)N[C@H](C)C1=CC=CC2=CC=CC=C12)OC)OC (R)-2-chloro-6,7-dimethoxy-N-(1-(naphthalen-1-yl)ethyl)quinazolin-4-amine